S(=O)(=O)(O)C(CS(=O)(=O)CC(S(=O)(=O)O)S(=O)(=O)O)S(=O)(=O)O bissulfoethyl sulfone